3-[4-[3-[2-(2-hydroxyethoxy)ethoxy]prop-1-ynyl]-3-methyl-2-oxo-benzimidazol-1-yl]piperidine-2,6-dione OCCOCCOCC#CC1=CC=CC=2N(C(N(C21)C)=O)C2C(NC(CC2)=O)=O